3,3-dipropoxypropylphosphonous acid dimethyl ester COP(OC)CCC(OCCC)OCCC